(1,2-dihydroxypropyl)phosphonic acid OC(C(C)O)P(O)(O)=O